4-amino-3-(4-phenoxyphenyl)-1H-imidazo[4,5-c]pyridin-2(3H)-one NC1=NC=CC2=C1N(C(N2)=O)C2=CC=C(C=C2)OC2=CC=CC=C2